2-hexyldecyl 3-((2-hydroxyethyl)disulfaneyl)propanoate OCCSSCCC(=O)OCC(CCCCCCCC)CCCCCC